4-(3-((5-(ethoxycarbonyl)-4-methylthiazol-2-yl)amino)-1-(3-(5-methyl-1,2,4-oxadiazol-3-yl)benzamido)-3-oxopropyl)piperidin-1-ium formate C(=O)[O-].C(C)OC(=O)C1=C(N=C(S1)NC(CC(NC(C1=CC(=CC=C1)C1=NOC(=N1)C)=O)C1CC[NH2+]CC1)=O)C